methyl (cis)-1-(3-(chlorosulfonyl)-4-methoxyphenyl)-3-methoxycyclobutane-1-carboxylate ClS(=O)(=O)C=1C=C(C=CC1OC)C1(CC(C1)OC)C(=O)OC